C(C)(C)(C)OC(NC(COC=1C=NC=CC1C1=C(C=2C(NCCC2N1)=O)I)(C)C)=O.OCN1C(N(CC1)CO)=O 1,3-bis(hydroxymethyl)imidazolidin-2-one tert-butyl-N-{1-[(4-{3-iodo-4-oxo-1H,5H,6H,7H-pyrrolo[3,2-c]pyridin-2-yl}pyridin-3-yl)oxy]-2-methylpropan-2-yl}carbamate